Ethyl-1-(1-(4-formylcyclohexyl)ethyl)-2-methyl-1H-pyrrole C(C)C1=C(N(C=C1)C(C)C1CCC(CC1)C=O)C